(7,8-difluoro-3-(methoxymethoxy)naphthalen-1-yl)boronic acid FC1=CC=C2C=C(C=C(C2=C1F)B(O)O)OCOC